(9,9-dimethylfluoren-2-yl)-9,9-spirobifluorene-2-amine CC1(C2=CC=CC=C2C=2C=CC(=CC12)C1=C(C=CC=2C3=CC=CC=C3C3(C12)C1=CC=CC=C1C=1C=CC=CC13)N)C